COC(=O)C=1C(=CC=2N(C1)C=C(N2)C21COC(C2)(C1)C)OC1CC2(CC2)C1 2-(1-methyl-2-oxabicyclo[2.1.1]hex-4-yl)-7-(spiro[2.3]hex-5-yloxy)imidazo[1,2-a]pyridine-6-carboxylic acid methyl ester